Br.CC1=C(C=CC(=C1)C)SC1=C(C=CC=C1)N1CCNCC1 1-[2-(2,4-dimethylphenylthio)phenyl]Piperazine hydrogen bromide salt